C(C(C)C)(=O)OC[C@H]1[C@H](C(=CC1(C)C)C)OC(C(C)C)=O (1S,2R)-(3,5,5-trimethyl-2-isobutyryloxy-3-cyclopentenyl)methyl isobutyrate